methyl (2R,3S)-3-amino-2-((((1s,4S)-4-(3-fluorophenyl)cyclohexyl)-oxy)-methyl)hexahydro-1H-furo[3,4-b]pyrrole-1-carboxylate N[C@H]1C2C(N([C@H]1COC1CCC(CC1)C1=CC(=CC=C1)F)C(=O)OC)COC2